4-(trifluoromethyl)-6-((3-((4-(5-(trifluoromethyl)pyrimidin-2-yl)piperazin-1-yl)sulfonyl)propyl)amino)pyridazin-3(2H)-one FC(C=1C(NN=C(C1)NCCCS(=O)(=O)N1CCN(CC1)C1=NC=C(C=N1)C(F)(F)F)=O)(F)F